3,4-dimethyl-5-chloro-2-(2'-amino-6'-chlorophenyl)-9H-carbazole CC=1C(=CC=2NC3=CC=CC(=C3C2C1C)Cl)C1=C(C=CC=C1Cl)N